N-(1-(1-(difluoromethyl)-1H-benzo[d]imidazol-2-yl)piperidin-4-yl)-1-methyl-3-(2-(trifluoromethyl)pyridin-4-yl)-1H-indazol-6-amine FC(N1C(=NC2=C1C=CC=C2)N2CCC(CC2)NC2=CC=C1C(=NN(C1=C2)C)C2=CC(=NC=C2)C(F)(F)F)F